cyclohexane-1,4-dinitrile C1(CCC(CC1)C#N)C#N